C(C)C1=CC(=C(C=C1)COC1=C(C=C(C=C1)C1C=2C(NC(C1)=O)=NNC2)OC)C(F)(F)F (+)-4-(4-{[4-ethyl-2-(trifluoromethyl)phenyl]methoxy}-3-methoxyphenyl)-2H,4H,5H,6H,7H-pyrazolo[3,4-b]pyridin-6-one